OC[C@H](CC1=CC=CC=C1)NC1=C(C=NC=2N1N=C(C2)C2=CC=CC=C2)C(=O)NC (S)-7-((1-hydroxy-3-phenylprop-2-yl)amino)-N-methyl-2-phenylpyrazolo[1,5-a]pyrimidine-6-carboxamide